C(C1=CC(C(=O)O)=CC=C1)(=O)O.C(CCCO)O 1,4-butanediol isophthalate